C(#N)C1=CC=C(C2=C1CCO2)COC2=CC=CC(=N2)N2C=NN(CC2)CC2=NC1=C(N2C[C@H]2OCC2)C=C(C=C1)C(=O)O (S)-2-((4-(6-((4-cyano-2,3-dihydrobenzofuran-7-yl)methoxy)pyridin-2-yl)-5,6-dihydro-1,2,4-triazine-1(4H)-yl)methyl)-1-(oxetan-2-ylmethyl)-1H-benzo[d]imidazole-6-carboxylic acid